C(C(C)C)[Si](C1OCCC1)(OC)OC Isobutyldimethoxy-2-tetrahydrofuryl-silane